BrCC1=CC=2C(C3=CC=CC=C3C2C=C1)(CC1=CC=C(C=C1)C=C)CC1=CC=C(C=C1)C=C 2-(bromomethyl)-9,9-bis(4-vinylbenzyl)-9H-fluorene